C(C)(=O)OOC(N(C1=C(C=CC=C1C)C(C)(C)C)CC)=O ethyl-{[(2-tert-butyl-6-methylphenyl) carbamoyl] oxy} acetate